(R)-(5-(6-(4-fluorophenyl)-4-methoxy-1H-indole-2-carboxamido)pentane-1,4-diyl)dicarbamic acid di-tert-butyl ester C(C)(C)(C)OC(NCCC[C@H](CNC(=O)C=1NC2=CC(=CC(=C2C1)OC)C1=CC=C(C=C1)F)NC(OC(C)(C)C)=O)=O